OC1(CC(C1)N1C=NC=2C1=NC=C(C2)O)C 3-[(cis)-3-hydroxy-3-methylcyclobutyl]-3H-imidazo[4,5-b]pyridin-6-ol